1-(2-acetyl-4-bromo-3-fluoropyrrol-1-yl)propan-2-one C(C)(=O)C=1N(C=C(C1F)Br)CC(C)=O